BrSC=1NC=CC1 bromothioazole